COC=1C=C(CN2C(C3=C(C=4C=CC=NC24)CC=NC3)=O)C=CC1 6-(3-Methoxybenzyl)-5-oxo-1,4,5,6-tetrahydropyrido[3,4-C][1,8]naphthyridine